1-(6-{1H-pyrazolo[3,4-c]pyridin-3-yl}-2,3-dihydroindol-1-yl)prop-2-en-1-one N1N=C(C=2C1=CN=CC2)C2=CC=C1CCN(C1=C2)C(C=C)=O